(S)-4-methyl-5-((4-(3-oxo-5-phenyl-6,7-dihydro-3H-pyrrolo[2,1-c][1,2,4]triazol-2(5H)-yl)cyclohexyl)oxy)thiazole-2-carboxylic acid methyl ester COC(=O)C=1SC(=C(N1)C)OC1CCC(CC1)N1N=C2N(C1=O)[C@@H](CC2)C2=CC=CC=C2